C(C)(C)(C)OC(=O)NCCCN(CCCC(=O)OCC)C Ethyl 4-((3-((tert-butoxycarbonyl)amino)propyl)(methyl)amino)butanoate